2-(1-(4-bromophenyl)vinyl)-1-p-tolylaziridine BrC1=CC=C(C=C1)C(=C)C1N(C1)C1=CC=C(C=C1)C